(R)-N-(amino(1-methyl-1H-indazol-5-yl)(oxo)-λ6-sulfaneylidene)-2-(3-fluoro-2,6-diisopropylphenyl)acetamide N[S@](=NC(CC1=C(C(=CC=C1C(C)C)F)C(C)C)=O)(=O)C=1C=C2C=NN(C2=CC1)C